CC=1N=C(C2=C(N1)OC=C2C(=O)N2CC=1N=CN=CC1CC2)NC2(CC2)C methyl-N-(1-methylcyclopropyl)-5-{5H,6H,7H,8H-pyrido[3,4-d]pyrimidine-7-carbonyl}furo[2,3-d]pyrimidin-4-amine